[Al].C(CCCCCCC\C=C/CCCCCC)(=O)O palmitoleic acid aluminum